FC1=C(C=CC=C1)C=1C(=NNC1N)C1=CC=CC=C1 4-(2-fluorophenyl)-3-phenyl-1H-pyrazol-5-amine